CN1N=NN=C1NC1=C(C=CC=C1)[N+](=O)[O-] 1-methyl-N-(2-nitrophenyl)-1H-tetrazol-5-amine